ethyl 1-[(4-fluorophenyl)methyl]-4-hydroxy-6-(5-isocyano-2-pyridyl)-2-oxo-1,8-naphthyridine-3-carboxylate FC1=CC=C(C=C1)CN1C(C(=C(C2=CC(=CN=C12)C1=NC=C(C=C1)[N+]#[C-])O)C(=O)OCC)=O